C1(CC1)C1=NN2C(N(CCC2)C=2C=NC=3CCN(CC3C2)C2=C(C=C(N=N2)C#N)C)=C1 6-(3-(2-cyclopropyl-6,7-dihydropyrazolo[1,5-a]pyrimidin-4(5H)-yl)-7,8-dihydro-1,6-naphthyridin-6(5H)-yl)-5-methylpyridazine-3-carbonitrile